Cl.NC(C(=O)N1CCN(CC1)C(=O)NC1=NC(N(C=C1)C1=CC(=C(C=C1)CN(C)[C@@H]1CC[C@H](CC1)N)F)=O)(C)C 4-(2-Amino-2-methylpropanoyl)-N-(1-(4-(((trans-4-aminocyclohexyl)(methyl)amino)methyl)-3-fluorophenyl)-2-oxo-1,2-dihydropyrimidin-4-yl)piperazine-1-carboxamide hydrochloride salt